P(=O)(OCC1=CC=CC=C1)(OCC1=CC=CC=C1)[O-] Dibenzyl phosphate